FC=1C=CC(=NC1)COC=1C=C(C=CC1NS(=O)(=O)CC(F)(F)F)C1=NNC(=C1C(=O)N)NC1=NC=CC=C1 3-(3-((5-fluoropyridin-2-yl)methoxy)-4-((2,2,2-trifluoroethyl)sulfonamido)phenyl)-5-(pyridin-2-ylamino)-1H-pyrazole-4-carboxamide